COC=1C(=C(C(=CC1)C)NC(=O)C1=CN=C(S1)NC1=NN(C(=C1)C)C(C(=O)OC(C)(C)C)C)C tert-butyl 2-[3-[[5-[(3-methoxy-2,6-dimethyl-phenyl)carbamoyl]thiazol-2-yl]amino]-5-methyl-pyrazol-1-yl]propanoate